6-chloro-2-methyl-5-(1-((1-(trifluoromethyl)cyclopropyl)methyl)-1H-pyrazol-4-yl)nicotinonitrile ClC1=NC(=C(C#N)C=C1C=1C=NN(C1)CC1(CC1)C(F)(F)F)C